C[Si](O[Si](O[Si](O[Si](O[Si](O[SiH](C)C)(C)C)(C)C)(C)C)(C)C)(C)C 1,1,1,3,3,5,5,7,7,9,9,11,11-tridecamethylhexasiloxane